ClC=1C=CC2=C([C@@H](C[C@@H](O2)C(=O)NC23CCC(CC2)(CC3)C=3OC(=NN3)[C@@H]3C[C@@H](C3)OC(F)(F)F)O)C1 (2R,4R)-6-chloro-4-hydroxy-N-(4-{5-[cis-3-(trifluoromethoxy)cyclobutyl]-1,3,4-oxadiazol-2-yl}bicyclo[2.2.2]oct-1-yl)-3,4-dihydro-2H-1-benzopyran-2-carboxamide